trans-ethyl 2-formylcyclopropanecarboxylate C(=O)[C@H]1[C@@H](C1)C(=O)OCC